6-(2-{5-[(3R,5R)-3-amino-5-fluoropiperidine-1-carbonyl]-7-methoxy-1-methyl-1H-1,3-benzodiazol-2-yl}-1-(cyclopropylmethyl)-1H-indol-6-yl)-1H,2H,3H-imidazo[4,5-b]pyridin-2-one N[C@H]1CN(C[C@@H](C1)F)C(=O)C1=CC2=C(N(C(=N2)C=2N(C3=CC(=CC=C3C2)C=2C=C3C(=NC2)NC(N3)=O)CC3CC3)C)C(=C1)OC